FC1=C(CNC2CCC(CC2)N)C(=CC=C1)F N4-(2,6-difluoro-benzyl)-cyclohexane-1,4-diamine